FC1=C(C(=CC=C1)F)C1=N[C@H](C2=NN=C(N2C=2SC=3C(CCC3C12)CO)C)C [(7S)-9-(2,6-difluorophenyl)-3,7-dimethyl-16-thia-2,4,5,8-tetrazatetracyclo[8.6.0.02,6.011,15]hexadeca-1(10),3,5,8,11(15)-pentaen-14-yl]methanol